3-Amino-6-methyl-N-[(6s,8r)-8-methyl-2-(piperazin-1-yl)-5,6,7,8-tetrahydroquinolin-6-yl]thieno[2,3-b]pyridine-2-carboxamide NC1=C(SC2=NC(=CC=C21)C)C(=O)N[C@@H]2CC=1C=CC(=NC1[C@@H](C2)C)N2CCNCC2